3'',5''-di-tert-butyl-2-((3-(tert-butyl)-2-hydroxy-5-methylphenyl)(3-methoxypropyl)amino)-5'-methyl-[1,1':3',1''-terphenyl] C(C)(C)(C)C=1C=C(C=C(C1)C(C)(C)C)C=1C=C(C=C(C1)C)C1=C(C=CC=C1)N(CCCOC)C1=C(C(=CC(=C1)C)C(C)(C)C)O